ClC=1C=C(C=CC1)C1C(C1)C(=O)NC1=NC=CC(=C1)NCC=1N=C2N(C=C(C=C2C(C)O)C2CC2)C1 2-(3-chlorophenyl)-N-(4-(((6-cyclopropyl-8-(1-hydroxyethyl)imidazo[1,2-a]pyridin-2-yl)methyl)amino)pyridin-2-yl)cyclopropane-1-carboxamide